BrC=1C(=NC(=NC1)NC1=C(C=C(C(=C1)C)N1CCN(CC1)C)OC)NC=1C(=NC=CC1)N(C)C 5-bromo-N4-(2-(dimethylamino)pyridin-3-yl)-N2-(2-methoxy-5-methyl-4-(4-methylpiperazin-1-yl)phenyl)pyrimidine-2,4-diamine